C(C)(C)(C)C1N(CC[C@@H]1OC1=CC2=C(N=CN=C2NC2=CC(=C(C=C2)OC(F)F)Cl)C=N1)C(=O)O.OC=1C(=NC(=CN1)C1=CC=C(C=C1)OC(C)C)C(=O)NCC(=O)O (3-hydroxy-6-(4-isopropoxyphenyl)pyrazine-2-carbonyl)glycine tert-Butyl-(3S)-3-[4-[3-chloro-4-(difluoromethoxy)anilino]pyrido[3,4-d]pyrimidin-6-yl]oxypyrrolidine-1-carboxylate